2-Mercapto-propionic acid SC(C(=O)O)C